COC=1C=C(C=C(C1)OC)C=1C=CC=C2C=NC(=NC12)NC1=C(C=O)C=CC(=C1)OC ((8-(3,5-dimethoxyphenyl)quinazolin-2-yl)amino)-4-methoxybenzaldehyde